(3-chlorophenyl)-5-cyclopropyl-4-((2S,6S)-2,6-dimethylpiperazin-1-yl)-7H-pyrrolo[2,3-d]pyrimidine ClC=1C=C(C=CC1)C=1N=C(C2=C(N1)NC=C2C2CC2)N2[C@H](CNC[C@@H]2C)C